C(CCCCCC)C1C(CCC1)=CCOCCC1=CC=CC=C1 (2-((2-heptylcyclopentylidene)ethoxy)ethyl)benzene